FC(OC1=NC(=CC=C1NC(=O)C1(CN(C1)C(C(CC(=O)O)(F)F)=O)C1=C(C=CC=C1)C(C)C)C)F 4-(3-((2-(difluoromethoxy)-6-methylpyridin-3-yl)carbamoyl)-3-(2-isopropylphenyl)azetidin-1-yl)-3,3-difluoro-4-oxobutanoic acid